C(C)(C)(C)C=1C=CC=2N(C3=CC=CC=C3C2C1)C1=C(C#N)C(=C(C(=C1N1C2=CC=C(C=C2C=2C=C(C=CC12)C)C)N1C2=CC=C(C=C2C=2C=C(C=CC12)C)C)N1C2=CC=CC=C2C=2C=C(C=CC12)C(C)(C)C)C1=CC=NC=C1 2,5-bis(3-(tert-butyl)-9H-carbazol-9-yl)-3,4-bis(3,6-dimethyl-9H-carbazol-9-yl)-6-(pyridin-4-yl)benzonitrile